2-(2,4-Dichloro-phenyl)-1-[4-(4-fluoro-but-1-ynyl)-phenyl]-5-methyl-1H-imidazole-4-carboxylic acid morpholin-4-ylamide N1(CCOCC1)NC(=O)C=1N=C(N(C1C)C1=CC=C(C=C1)C#CCCF)C1=C(C=C(C=C1)Cl)Cl